FC(OC1=C(C=C(C=C1)F)C(C)=O)F 1-(2-(difluoromethoxy)-5-fluorophenyl)ethan-1-one